(5-Isopropyl-3-phenylisoxazol-4-yl)methanol C(C)(C)C1=C(C(=NO1)C1=CC=CC=C1)CO